BrC1=CC=C(C=C1)CC(CC)(O)C (4-bromophenyl)-2-methyl-butan-2-ol